CCC1C(=NN=NN=C1N)N.Cl.Cl azobisamidinopropane dihydrochloride